(S)-2-decanamido-3-(2-(4-(methoxycarbonyl)phenyl)-2H-tetrazol-5-yl)propanoic acid C(CCCCCCCCC)(=O)N[C@H](C(=O)O)CC=1N=NN(N1)C1=CC=C(C=C1)C(=O)OC